CCCCC(CCCCCCC)NC(=O)N[C@@H](CCCCN)C(=O)O N-epsilon-dodecylamino-carbonyl-L-lysine